7-methyl-dibenzo[c,g]carbazole CN1C=2C=CC3=C(C2C=2C4=C(C=CC12)C=CC=C4)C=CC=C3